4-(3-((benzyloxy)methyl)-2-(4,4,5,5-tetramethyl-1,3,2-dioxaborolan-2-yl)bicyclo[1.1.1]pentan-1-yl)-2-chloro-8-fluoroquinoline C(C1=CC=CC=C1)OCC12C(C(C1)(C2)C2=CC(=NC1=C(C=CC=C21)F)Cl)B2OC(C(O2)(C)C)(C)C